N1CC(C1)OC=1C=NN(C1)C 4-(azetidin-3-yloxy)-1-methyl-1H-pyrazole